4-[1-hydroxy-4-[4-(hydroxydiphenylmethyl)-1-piperidinyl]-butyl]-α,α-dimethylbenzeneacetic acid dihydrate O.O.OC(CCCN1CCC(CC1)C(C1=CC=CC=C1)(C1=CC=CC=C1)O)C1=CC=C(C=C1)C(C(=O)O)(C)C